(S)-N-((R)-(3-(2-fluoro-6-((6-fluoro-2-methylpyridin-3-yl)oxy)-3-(trifluoromethyl)benzamido)phenyl)(methyl)(oxo)-λ6-sulfaneylidene)pyrrolidine-2-carboxamide FC1=C(C(=O)NC=2C=C(C=CC2)[S@](=NC(=O)[C@H]2NCCC2)(=O)C)C(=CC=C1C(F)(F)F)OC=1C(=NC(=CC1)F)C